3-(chloromethyl)benzyl chloride ClCC=1C=C(CCl)C=CC1